[Pb].[Zn].[Nb] niobium-zinc lead